2-((2-(2-(2-chlorophenyl)-4,5,6,7-tetrahydro-1H-benzo[d]imidazol-6-yl)isoindolin-4-yl)oxy)ethan-1-ol ClC1=C(C=CC=C1)C1=NC2=C(N1)CC(CC2)N2CC1=CC=CC(=C1C2)OCCO